ClC1(C(N(C2=C(O1)C=C(C(=C2)C2=C(C(=C(C(=C2F)F)F)F)F)F)CC#C)=O)Cl dichloro-7-fluoro-6-(perfluorophenyl)-4-(prop-2-yn-1-yl)-2H-benzo[b][1,4]oxazin-3(4H)-one